N-{[(9H-fluoren-9-yl)methoxy]carbonyl}-L-valyl-N-{3-[3-(acetylsulfanyl)prop-1-yn-1-yl]-4-({[tert-butyl(dimethyl)silyl]oxy}methyl)phenyl}-N5-carbamoyl-L-ornithinamide C1=CC=CC=2C3=CC=CC=C3C(C12)COC(=O)N[C@@H](C(C)C)C(=O)N[C@@H](CCCNC(N)=O)C(=O)NC1=CC(=C(C=C1)CO[Si](C)(C)C(C)(C)C)C#CCSC(C)=O